(2S,3S)-3-(4-chlorophenyl)-3-[(1S)-1-(4-chlorophenyl)-7-fluoro-5-[(1S)-1-hydroxy-1-(oxazolidin-4-yl)propyl]-1-methoxy-3-oxo-2,3-dihydro-1H-isoindol-2-yl]-2-methylpropanoic acid ClC1=CC=C(C=C1)[C@H]([C@@H](C(=O)O)C)N1[C@](C2=C(C=C(C=C2C1=O)[C@@](CC)(C1NCOC1)O)F)(OC)C1=CC=C(C=C1)Cl